C(C)N1C(N(C2=NC(=NC=C12)S(=O)(=O)C)C1CCOCC1)=O 7-ethyl-2-(methylsulfonyl)-9-(tetrahydro-2H-pyran-4-yl)-7,9-dihydro-8H-purin-8-one